The molecule is a fumarate salt prepared from tenofovir alafenamide by reaction of one molecule of fumaric acid for every two molecules of tenofovir alafenamide. A prodrug for tenofovir, it is used in combination therapy for the treatment of HIV-1 infection. It has a role as an antiviral drug, a HIV-1 reverse transcriptase inhibitor and a prodrug. It contains a tenofovir alafenamide(1+). C[C@H](CN1C=NC2=C(N=CN=C21)N)OC[P@@](=O)(N[C@@H](C)C(=O)OC(C)C)OC3=CC=CC=C3.C[C@H](CN1C=NC2=C(N=CN=C21)N)OC[P@@](=O)(N[C@@H](C)C(=O)OC(C)C)OC3=CC=CC=C3.C(=C/C(=O)O)\\C(=O)O